C(CCCCCCCCC)C1(CCCC2=CC=CC=C12)CCCCCCCCCC di-decyl-tetrahydronaphthalene